7-((5-fluoropyridin-2-yl)amino)-4-(trifluoromethyl)-2H-benzopyran-2-one FC=1C=CC(=NC1)NC1=CC2=C(C(=CC(O2)=O)C(F)(F)F)C=C1